CCOC(=O)C(=[N+]=[N-])C1=CC=C(C=C1)OC ethyl 2-diazo-2-(4-methoxyphenyl) acetate